dibutyltin bis-octanoate C(CCCCCCC)(=O)[O-].C(CCCCCCC)(=O)[O-].C(CCC)[Sn+2]CCCC